ClC=1C=C(NC2=C(C=NC3=CC(=C(C=C23)NC(\C=C\CN(C)C)=O)OCC)C#N)C=CC1OCC1=NC=CC=C1 (E)-N-{4-[3-chloro-4-(2-pyridinylmethoxy)anilino]-3-cyano-7-ethoxy-6-quinolinyl}-4-(dimethylamino)-2-butenamide